(S,E)-N-[2-(benzo[d]isoxazol-3-yl)-6-methylbenzylidene]-2-methylpropane-2-sulfinamide O1N=C(C2=C1C=CC=C2)C2=C(\C=N\[S@@](=O)C(C)(C)C)C(=CC=C2)C